BrC1=CC=C(C=C1)N=S(=O)(C)C (4-bromophenyl)imino-dimethyl-oxo-λ6-sulfane